C(C)S1C(=NC(=C1C(=O)O)C)NC1=NC(=CC(=N1)NCC1=C(C=CC=C1)OCC)N1CCNCC1 Ethyl-2-[[4-[[(2-ethoxyphenyl)methyl]amino]-6-(1-piperazinyl)-2-pyrimidinyl]amino]-4-methyl-5-thiazolecarboxylic acid